bicyclo[2.2.1]Hept-2-en C12C=CC(CC1)C2